C(=O)(OC(C)(C)C)NC(NC(=O)OC(C)(C)C)=N DiBoc-Guanidine